4-hydroxy-1,3,4,4a,5,6,8,8a-octahydro-1,7-naphthyridin-2-one OC1CC(NC2CNCCC12)=O